5,6-diphenyl-1,2,4-triazine-3-thiol C1(=CC=CC=C1)C=1N=C(N=NC1C1=CC=CC=C1)S